The molecule is a member of the class of 1,3-benzoxazoles that is 1,3-benzoxazole substituted by a methyl group at position 2. It has a role as a fluorochrome and a flavouring agent. It derives from a hydride of a 1,3-benzoxazole. CC1=NC2=CC=CC=C2O1